C(#N)C1=CC=C(C=C1)NC(=O)NCCC(=O)O N-(4-cyanophenyl)-N'-carboxyethylurea